4-(2-chloropyridin-3-yl)-1-(methylamino)-6-(trifluoromethyl)-3H-pyrido[1,2-c]Pyrimidine-3-one ClC1=NC=CC=C1C1=C2N(C(=NC1=O)NC)C=CC(=C2)C(F)(F)F